3-(2-anilino-3H-benzimidazol-5-yl)-4-methyl-4,5-dihydro-1H-pyridazin-6-one N(C1=CC=CC=C1)C=1NC2=C(N1)C=CC(=C2)C2=NNC(CC2C)=O